C(C)(C)(C)OC(C[C@H](CC(C)=O)NC(=O)C1=NN(C(=C1)C1=C(C=CC=C1)C(F)(F)F)C1CCCC1)=O (S)-3-(1-cyclopentyl-5-(2-(trifluoromethyl)phenyl)-1H-pyrazole-3-carboxamido)-5-oxohexanoic acid tert-butyl ester